1-(1'-(azetidin-3-yl)-4'-(trifluoromethyl)-[1,4'-bipiperidin]-4-yl)-3-(4-phenoxyphenyl)-1H-pyrazolo[3,4-d]pyrimidin-4-amine N1CC(C1)N1CCC(CC1)(N1CCC(CC1)N1N=C(C=2C1=NC=NC2N)C2=CC=C(C=C2)OC2=CC=CC=C2)C(F)(F)F